rac-(1R,2R)-2-(3-chloro-2-(2-fluorobenzyl)-7-oxo-2,7-dihydro-6H-pyrazolo[3,4-d]pyridazin-6-yl)cyclopropane-1-carboxamide ClC=1N(N=C2C(N(N=CC21)[C@H]2[C@@H](C2)C(=O)N)=O)CC2=C(C=CC=C2)F |r|